Cl.N[C@H]1C[C@H](CC1)C(=O)NC (1S,3R)-3-amino-N-methylcyclopentanecarboxamide hydrochloride